N[C@@H](CCCNC(N)=N)C(=O)C1=C(C2=CC=CC=C2C=C1)C(=O)N arginyl-naphthamide